CCCCC[C@H](/C=C/C=C\\C/C=C\\C/C=C\\CCCC(=O)[O-])OO The molecule is a hydroperoxy fatty acid anion that is the conjugate base of 15(R)-HPETE, obtained by deprotonation of the carboxy group; major species at pH 7.3. It is a conjugate base of a 15(R)-HPETE. It is an enantiomer of a 15(S)-HPETE(1-).